(2-cyano-2-(2-(3,5-dichloro-4-((2-(3-fluorophenyl)-1-oxo-1,2,3,4-tetrahydroisoquinolin-6-yl)oxy)phenyl)hydrazono)acetyl)carbamate C(#N)C(C(=O)NC([O-])=O)=NNC1=CC(=C(C(=C1)Cl)OC=1C=C2CCN(C(C2=CC1)=O)C1=CC(=CC=C1)F)Cl